(4-(2-(2,5-dimethyl-1,2,3,4-tetrahydroisoquinolin-7-yl)-5-tosyl-5H-pyrrolo[2,3-b]pyrazin-7-yl)-2-methylphenyl)(2-oxa-6-azaspiro[3.3]heptan-6-yl)methanone CN1CC2=CC(=CC(=C2CC1)C)C=1N=C2C(=NC1)N(C=C2C2=CC(=C(C=C2)C(=O)N2CC1(COC1)C2)C)S(=O)(=O)C2=CC=C(C)C=C2